COC(C(CC1=CC=C(C=C1)Cl)[N+]#[C-])=O METHYL-2-ISOCYANO-3-(4-CHLORO-PHENYL)-PROPIONATE